P(=O)(O[C@H](C(F)(F)F)CN1C(=NN(C1=O)CC1=NN(C(=N1)C(N)=O)C1=NC=CC=C1Cl)C1=CC=C(C=C1)Cl)([O-])[O-].[Ca+2] Calcium (2S)-3-[1-{[5-carbamoyl-1-(3-chloropyridin-2-yl)-1H-1,2,4-triazol-3-yl]methyl}-3-(4-chlorophenyl)-5-oxo-1,5-dihydro-4H-1,2,4-triazol-4-yl]-1,1,1-trifluoropropan-2-yl Phosphate